C(CCCCC)C(C(=O)NC(CCSCCC(=O)OCC(CCCCCCCCCCCC)CCCCCCCCCC)C(=O)NC1CCN(CC1)C)CCCCCCCC 2-decyltetradecyl 3-((3-(2-hexyldecanamido)-4-((1-methylpiperidin-4-yl)amino)-4-oxobutyl)thio)propanoate